[Cl-].F[C@@H]1C[C@H]([NH2+]C1)C(N[C@@H](C1=CC=CC=C1)C1=CC(=C(C=C1)C1(CC1)C)F)=O (2S,4R)-4-fluoro-2-(((S)-(3-fluoro-4-(1-methylcyclopropyl)phenyl)(phenyl)methyl)carbamoyl)pyrrolidin-1-ium chloride